ClC1=NC2=C3C(=C(C=C2C=N1)F)ON=C3C(C)C 2-Chloro-6-fluoro-9-isopropylisoxazolo[5,4-h]quinazoline